ClC1=CC=C(OC2=C(C=CC3=CC=CC=C23)C(=O)NC(C)C)C=C1.[P].[Li] LITHIUM PHOSPHORUS (4-chlorophenoxy)-N-isopropyl-naphthalene-2-carboxamide